Ethyl[3-[2-chloro-4-fluoro-5-(1-methyl-6-trifluoromethyl-2,4-dioxo-1,2,3,4-tetrahydropyrimidin-3-yl)phenoxy]-2-pyridyloxy] acetat C(C)(=O)OOC1=NC=CC(=C1OC1=C(C=C(C(=C1)N1C(N(C(=CC1=O)C(F)(F)F)C)=O)F)Cl)CC